CC1(OC[C@@H]2[C@H](O1)[C@@H]([C@H]([C@]1(O2)OCC(C1)C)OCC(=O)O)N1N=NC(=C1)C1=CC(=C(C(=C1)F)F)F)C 2-(((2s,4a'r,7'r,8's,8a'r)-2',2',4-trimethyl-8'-(4-(3,4,5-trifluorophenyl)-1H-1,2,3-triazol-1-yl)hexahydro-3H,4'H-spiro[furan-2,6'-pyrano[3,2-d][1,3]dioxin]-7'-yl)oxy)acetic acid